nitrogen guanidine salt NC(=N)N.[N]